C(#N)C1=CC=C(C=C1)C1=CN(C2=NC=CC(=C21)OC2=C(C=C(C=C2F)NC(=O)NCC2(COC2)C)F)COCC[Si](C)(C)C 1-(4-{[3-(4-cyanophenyl)-1-{[2-(trimethylsilyl)ethoxy]methyl}-1H-pyrrolo[2,3-b]pyridin-4-yl]oxy}-3,5-difluorophenyl)-3-[(3-methyloxetan-3-yl)methyl]urea